C(C)S(=O)(=O)NC1C(N(CCC1)C(=O)OC(C)(C)C)CC=1C=C(C=CC1)C1=C(C=CC=C1)O tert-butyl 3-(ethylsulfonamido)-2-((2'-hydroxy-[1,1'-biphenyl]-3-yl)methyl)piperidine-1-carboxylate